histidinyl-Leucine N[C@@H](CC1=CNC=N1)C(=O)N[C@@H](CC(C)C)C(=O)O